tert-butyl (1S,4S)-5-[4-(5-chloro-4-ethoxy-2-fluoro-anilino)pyrido[3,2-d]pyrimidin-6-yl]-2,5-diazabicyclo[2.2.1]heptane-2-carboxylate ClC=1C(=CC(=C(NC=2C3=C(N=CN2)C=CC(=N3)N3[C@@H]2CN([C@H](C3)C2)C(=O)OC(C)(C)C)C1)F)OCC